C1(CC1)S(=O)(=O)NC=1SC=C(N1)C(C(=O)NC1=NC=C(C=N1)C=1C=NC=CC1)(C)C 2-(2-(cyclopropanesulfonamido)thiazol-4-yl)-2-methyl-N-(5-(pyridin-3-yl)pyrimidin-2-yl)propanamide